C(CCC(=O)O)(=O)OCC[C@H](N)C(=O)O O-SUCCINYL-HOMOSERINE